tert-butyl 2-(2-(4-(4,4-difluoropiperidin-1-yl)-3-(1-(2,2,2-trifluoroethyl)-1H-indazole-3-carboxamido) benzamido)-5-fluorophenyl)acetate FC1(CCN(CC1)C1=C(C=C(C(=O)NC2=C(C=C(C=C2)F)CC(=O)OC(C)(C)C)C=C1)NC(=O)C1=NN(C2=CC=CC=C12)CC(F)(F)F)F